3-(4-Bromobutoxy)-4-((((1r,4r)-4-hydroxy-4-methylcyclohexyl)methyl)amino)-N,N-bis(4-methoxybenzyl)-5-nitrobenzenesulfonamide BrCCCCOC=1C=C(C=C(C1NCC1CCC(CC1)(C)O)[N+](=O)[O-])S(=O)(=O)N(CC1=CC=C(C=C1)OC)CC1=CC=C(C=C1)OC